1-((S)-1-(3-chlorophenyl)-2-hydroxyethyl)-3-(1-(2-(((R)-1-hydroxy-4-methylpentane-2-yl)amino)pyrimidin-4-yl)-1H-pyrazol-4-yl)urea ClC=1C=C(C=CC1)[C@@H](CO)NC(=O)NC=1C=NN(C1)C1=NC(=NC=C1)N[C@@H](CO)CC(C)C